O1C(OCC1)([2H])[2H] [1,3]Dioxolane-2,2-d2